ClC=1C=C(C=CC1Cl)C=1N=C(SC1SC(C)C)N1N=C(C(=C1C(=O)O)C1=CN(N=C1)CC(C)C)C 2-(4-(3,4-dichlorophenyl)-5-(isopropylthio)thiazol-2-yl)-2'-isobutyl-5-methyl-4,4'-bi(2H-pyrazole)-3-carboxylic acid